ClN1C(=O)NC(=O)NC1=O N-Chloroisocyanuric acid